(2S,6S,9S,12S,15S,18R,19R)-9-(aminomethyl)-12-cyclohexyl-19-hexyl-6-((S)-1-hydroxyethyl)-15-isobutyl-2,16,18-trimethyl-1-oxa-4,7,10,13,16-pentaazacyclononadecan-5,8,11,14,17-penta-one NC[C@H]1C(N[C@H](C(NC[C@@H](O[C@@H]([C@H](C(N([C@H](C(N[C@H](C(N1)=O)C1CCCCC1)=O)CC(C)C)C)=O)C)CCCCCC)C)=O)[C@H](C)O)=O